hexafluoropyridine N-oxide FC1C(C([N+](C=C1)(F)[O-])(F)F)(F)F